3-pentyldecyl 6-hydroxy-7-((3-hydroxy-propyl)(7-oxo-7-((3-pentyldecyl)oxy)-heptyl)amino)heptanoate OC(CCCCC(=O)OCCC(CCCCCCC)CCCCC)CN(CCCCCCC(OCCC(CCCCCCC)CCCCC)=O)CCCO